aluminum-vanadium [V].[Al]